C(CCCCC)C1=C(C=CC(=C1)C=O)C1=CC=CC=C1 hexyl-[1,1'-biphenyl]-4-carbaldehyde